C(C)O/C=C/C(=O)N1CCC(CC1)C1=CC=CC=C1 (E)-3-ethoxy-1-(4-phenylpiperidin-1-yl)prop-2-en-1-one